C1CN(CCC2=C1C=CC=C2)C2=NC(=CC=C2CN(CCNC)C)C N1-((2-(4,5-dihydro-1H-benzo[d]azepin-3(2H)-yl)-6-methylpyridin-3-yl)methyl)-N1,N2-dimethylethane-1,2-diamine